(5-(5-chloro-2-methoxypyridin-4-yl)-1H-pyrazole-3-carbonyl)-N-(5-oxo-1-phenylpyrrolidin-3-yl)piperidine-4-carboxamide ClC=1C(=CC(=NC1)OC)C1=CC(=NN1)C(=O)N1CCC(CC1)C(=O)NC1CN(C(C1)=O)C1=CC=CC=C1